ClC1=CC(=C(C=C1)NC(OC(C)(C)C)=O)CNCCOC tert-butyl (4-chloro-2-(((2-methoxyethyl)amino)methyl)phenyl)carbamate